1-(5-Bromo-7-chloro-3,4-dihydroisoquinolin-2(1H)-yl)-2,2,2-trifluoroethane-1-one BrC1=C2CCN(CC2=CC(=C1)Cl)C(C(F)(F)F)=O